ClC=1C=C(C=C2C(NC(N(C12)C)=O)=O)C(F)(F)F 8-Chloro-1-methyl-6-(trifluoromethyl)quinazoline-2,4-dione